m-bis(2,4,6-trihydroxybenzoyl)benzene OC1=C(C(=O)C2=CC(=CC=C2)C(C2=C(C=C(C=C2O)O)O)=O)C(=CC(=C1)O)O